C(C)(=O)C1=C(C=C(C=C1F)NC1=NC=C(C=C1[N+](=O)[O-])[N+](=O)[O-])N1N=C(C=C1C)C#N 1-[2-acetyl-5-[(3,5-dinitro-2-pyridyl)amino]-3-fluoro-phenyl]-5-methyl-pyrazole-3-carbonitrile